C(C)(C)N1SCC1=O isopropylthiazetidinone